ClC=1C=NC=C(C1NC(C1=CC(=C(C=C1)OC(F)F)OCCCCCCCN1CCC(CC1)C=1C=C2CN(C(C2=CC1F)=O)C1C(NC(CC1)=O)=O)=O)Cl N-(3,5-dichloropyridin-4-yl)-4-(difluoromethoxy)-3-((7-(4-(2-(2,6-dioxo-piperidin-3-yl)-6-fluoro-1-oxoisoindolin-5-yl)piperidin-1-yl)heptyl)oxy)benzamide